(3S*,4R*)-4-(7-fluorochroman-6-yl)-2-oxopyrrolidine-3-carboxylic acid FC1=C(C=C2CCCOC2=C1)[C@H]1[C@@H](C(NC1)=O)C(=O)O |o1:11,12|